2,2'-(oxybis(3,1-phenylene))bis(1-phenyl-1H-imidazole) O(C=1C=C(C=CC1)C=1N(C=CN1)C1=CC=CC=C1)C=1C=C(C=CC1)C=1N(C=CN1)C1=CC=CC=C1